ethyl (2Z)-4-[(tert-butoxycarbonyl) amino]-3-[(4-methylbenzenesulfonyl)oxy]but-2-enoate C(C)(C)(C)OC(=O)NC/C(=C/C(=O)OCC)/OS(=O)(=O)C1=CC=C(C=C1)C